(z)-2-decenal C(\C=C/CCCCCCC)=O